2-(2-isopropoxyacetyl)propanedinitrile C(C)(C)OCC(=O)C(C#N)C#N